4-methoxy-1-(tetrahydro-2H-pyran-4-yl)-1H-benzo[d]imidazole COC1=CC=CC=2N(C=NC21)C2CCOCC2